O=C(CN(S(=O)(=O)C)C=1C=C(C(=O)OC2=CC=C(C=C2)C)C=CC1)NC1=C(C=CC=C1)SC1=CC=CC=C1 p-Tolyl 3-(N-(2-oxo-2-((2-(phenylthio)phenyl)amino)ethyl)methylsulfonamido)benzoate